ClC1=C(OC=2C=C(C(=NC2)OC)NC(C(F)(F)F)=O)C(=CC(=C1)N1N=C(C(NC1=O)=O)C#N)Cl N-(5-(2,6-dichloro-4-(6-cyano-3,5-dioxo-4,5-dihydro-1,2,4-triazin-2(3H)-yl)phenoxy)-2-methoxypyridin-3-yl)-2,2,2-trifluoroacetamide